BrC1=C(N=C2N(C1=O)C=CS2)N[C@@H]2C[C@@H](CN(C2)C)C2=CC=C(OCCOCCOCCOC1=C3C(N(C(C3=CC=C1)=O)C1C(NC(CC1)=O)=O)=O)C=C2 4-[2-[2-[2-[4-[(3R,5R)-5-[(6-Bromo-5-oxo-thiazolo[3,2-a]pyrimidin-7-yl)amino]-1-methyl-3-piperidyl]phenoxy]ethoxy]ethoxy]ethoxy]-2-(2,6-dioxo-3-piperidyl)isoindoline-1,3-dione